(1R,3R,5S)-3-(3-isopropyl-5-methyl-4H-1,2,4-triazol-4-yl)-8-azabicyclo[3.2.1]octane C(C)(C)C1=NN=C(N1C1C[C@H]2CC[C@@H](C1)N2)C